1-(4-(5-(2-fluoro-6-hydroxyphenyl)-3-((pyridin-3-yl)amino)-2H-indazol-2-yl)piperidin-1-yl)prop-2-en-1-one FC1=C(C(=CC=C1)O)C1=CC2=C(N(N=C2C=C1)C1CCN(CC1)C(C=C)=O)NC=1C=NC=CC1